CC1=C(C=C(C=C1)C(=O)N1CCC2(CC1)CCNCC2)N2C(NC(CC2)=O)=O 1-(2-methyl-5-(3,9-diazaspiro[5.5]undecane-3-carbonyl)phenyl)dihydropyrimidine-2,4(1H,3H)-dione